2,4-Dichlorophenylacetonitril ClC1=C(C=CC(=C1)Cl)CC#N